NC1=C(C(=NN1)C1=CC=C(C#N)C=C1)I 4-(5-amino-4-iodo-1H-pyrazol-3-yl)benzonitrile